chloro-8-cyclopropyloxy-4-methyl-1,5-naphthyridine ClC1=NC2=C(C=CN=C2C(=C1)C)OC1CC1